(S)-1-allyl-N-(2-((6-(3,5-dimethyl-1H-pyrazol-4-yl)pyridin-3-yl)amino)-1-(4-methylcyclohexyl)-2-oxoethyl)-1H-pyrazole-5-carboxamide C(C=C)N1N=CC=C1C(=O)N[C@H](C(=O)NC=1C=NC(=CC1)C=1C(=NNC1C)C)C1CCC(CC1)C